F[C@H]1[C@@H]2CCC[C@H](C[C@H]1OC1=CC=C(N=N1)C1=C(C=C(C=C1)C1=CC(=NC=C1)C)O)N2 2-(6-(((1s,2s,3r,5r)-2-fluoro-9-azabicyclo[3.3.1]non-3-yl)oxy)pyridazin-3-yl)-5-(2-methylpyridin-4-yl)phenol